ClC1=CC=C2C(=CNC2=C1C=1N=NN(C1)C)S(=O)(=O)NC1=NC(=C(C(=N1)OC)OCC(F)F)OC 6-chloro-N-[5-(2,2-difluoroethoxy)-4,6-dimethoxy-pyrimidin-2-yl]-7-(1-methyltriazol-4-yl)-1H-indole-3-sulfonamide